(2S,4R)-1-((S)-2-amino-3,3-dimethylbutanoyl)-4-hydroxy-N-((1-methyl-4H-chromeno[4,3-d]isoxazol-7-yl)methyl)pyrrolidine-2-carboxamide N[C@H](C(=O)N1[C@@H](C[C@H](C1)O)C(=O)NCC=1C=CC2=C(C1)OCC1=C2C(=NO1)C)C(C)(C)C